N1=CN=CC=C1 pyrimidin